1-(2-fluoro-5-(2-hydroxyethoxy)benzyl)-3,4-dimethyl-2-oxo-N-(2,4,6-trifluorobenzyl)-1,2,3,4-tetrahydro-quinazoline-7-carboxamide FC1=C(CN2C(N(C(C3=CC=C(C=C23)C(=O)NCC2=C(C=C(C=C2F)F)F)C)C)=O)C=C(C=C1)OCCO